O1C(=NC2=C1C=CC=C2)[C@@H]2[C@H](C2)C(=O)OC Methyl (1S,2S)-2-(benzo[d]oxazol-2-yl)cyclopropane-1-carboxylate